tert-butyl (2S,4S)-4-(7-bromo-4,8-dichloro-6-fluoro-1H-imidazo[4,5-c]quinolin-1-yl)-2-(cyanomethyl)piperidine-1-carboxylate BrC=1C(=CC=2C3=C(C(=NC2C1F)Cl)N=CN3[C@@H]3C[C@H](N(CC3)C(=O)OC(C)(C)C)CC#N)Cl